N-[(4-bromo-2-methyl-pyrazol-3-yl)methyl]-2-[tert-butyl(dimethyl)silyl]oxy-propan-1-amine BrC1=C(N(N=C1)C)CNCC(C)O[Si](C)(C)C(C)(C)C